1-(4-(2,6-dioxopiperidin-3-yl)-3,5-difluorophenyl)azetidin-3-yl (2,3-dihydro-1H-inden-2-yl)carbamate C1C(CC2=CC=CC=C12)NC(OC1CN(C1)C1=CC(=C(C(=C1)F)C1C(NC(CC1)=O)=O)F)=O